C(C)(C)(C)OC(=O)N1C[C@H](CC1)[C@@H](C(=O)O)CC1=CC=C(C=C1)N1C(NCC1=O)=O (2S)-2-[(3R)-1-tert-Butoxycarbonylpyrrolidin-3-yl]-3-[4-(2,5-dioxoimidazolidin-1-yl)phenyl]propanoic acid